2-amino-1,3,5-benzenetrisulfonic acid NC1=C(C=C(C=C1S(=O)(=O)O)S(=O)(=O)O)S(=O)(=O)O